N-((5-(trifluoromethyl)pyrazin-2-yl)methyl)propan-2-amine FC(C=1N=CC(=NC1)CNC(C)C)(F)F